C(#N)C(C(=O)OC)=C(C1=CC=CC=C1)C1=CC=CC=C1 methyl 2-cyano-3,3-diphenylacrylate